BrC1(C(C(C(=O)OC(C)(C)C)=CC=C1)OCOC)COC(C)C tert-butyl 3-bromo-3-((isopropoxy)methyl)-2-(methoxymethoxy)benzoate